(2-hydroxyethyl)-1,2-dimethyl-1H-imidazol-3-ium OCC[N+]1=C(N(C=C1)C)C